COC=1C=C(C=CC1OC)C=1NC2=CC=C(C=C2C1C)C1CCN(CC1)CC1=NC2=CC=CC=C2C=C1 2-((4-(2-(3,4-dimethoxyphenyl)-3-methyl-1H-indol-5-yl)piperidin-1-yl)methyl)quinoline